C(C1CO1)OC1CCC(CC1)C(C)(C)C1CCC(CC1)OCC1CO1 2,2-Bis[4-(2,3-epoxypropoxy)-cyclohexyl]propan